methyl 4-[4-(1-ethyl-3-methyl-1H-pyrazol-5-yl)-1,3-thiazol-2-yl]-1-methyl-1H-indazole-6-carboxylate C(C)N1N=C(C=C1C=1N=C(SC1)C1=C2C=NN(C2=CC(=C1)C(=O)OC)C)C